ClC=1C2=CN(N=C2C(=C(C1)C1=CC=C(C=C1)N1CCOCC1)Cl)C(C(=O)NC=1SC=CN1)C1=C2N(C=N1)C[C@@H](C2)F [4,7-dichloro-6-(4-morpholinophenyl)indazol-2-yl]-2-[(6R)-6-fluoro-6,7-dihydro-5H-pyrrolo[1,2-c]imidazol-1-yl]-N-thiazol-2-yl-acetamide